N-(5-cyclopentyl-3-fluoro-2-pyridyl)-2-[1-[2-(2-hydroxyethoxy)ethyl]tetrazol-5-yl]sulfanyl-5-nitro-benzamide C1(CCCC1)C=1C=C(C(=NC1)NC(C1=C(C=CC(=C1)[N+](=O)[O-])SC1=NN=NN1CCOCCO)=O)F